O=C1SCCC1C=O 2-oxo-tetrahydro-thiophene-3-carbaldehyde